[6-(trifluoromethyl)pyridine-2-sulfonyl]-1H,2H,3H,4H,5H,6H-pyrrolo[3,4-c]pyrrole-2-carboxylic acid tert-butyl ester C(C)(C)(C)OC(=O)N1C(C=2CNCC2C1)S(=O)(=O)C1=NC(=CC=C1)C(F)(F)F